tert-Butyl (1-((3-(3-(4-(3-(2,4-dioxotetrahydropyrimidin-1(2H)-yl)-1-methyl-1H-indazol-6-yl)piperidin-1-yl)-2,2-dimethylpropyl)phenyl)sulfonyl)piperidin-4-yl)carbamate O=C1N(CCC(N1)=O)C1=NN(C2=CC(=CC=C12)C1CCN(CC1)CC(CC=1C=C(C=CC1)S(=O)(=O)N1CCC(CC1)NC(OC(C)(C)C)=O)(C)C)C